[(1S)-2-Amino-3-methylbutyroxy]ethyl (1S)-2-[(o-ethoxyphenoxy)methyl]-4-morpholinecarboxylate HCl Cl.C(C)OC1=C(OCC2CN(CCO2)C(=O)OCCOC(C(C(C)C)N)=O)C=CC=C1